C(CCCCCCC\C=C/CCCC)(=O)OCC(COC(CCCN(C)C)=O)(COC(CCCCCCC\C=C/CCCC)=O)COC(CCCCCCC\C=C/CCCC)=O 3-((4-(dimethylamino)butanoyl) oxy)-2,2-bis(((9Z)-tetradec-9-enoyloxy)methyl)propyl (9Z)-tetradec-9-enoate